5-acetamido-7-chloro-2,3-dihydro-1H-inden-4-yl trifluoromethanesulfonate FC(S(=O)(=O)OC1=C2CCCC2=C(C=C1NC(C)=O)Cl)(F)F